ClC=1C=C(C=CC1)C1(CC1)C=1NC(C2=C(N1)CCN(C2)C(CC=2C=C(C=CC2)C2=CC=C(C=C2)OC(F)(F)F)=O)=O 2-(1-(3-chlorophenyl)cyclopropyl)-6-(2-(4'-(trifluoromethoxy)-[1,1'-biphenyl]-3-yl)acetyl)-5,6,7,8-tetrahydropyrido[4,3-d]pyrimidin-4(3H)-one